4-amino-3-isopropyl-5-toluonitrile NC1=C(C=C(C=C1C#N)C)C(C)C